FC1=C(CNC2=NC(=C3C(=N2)N(N=C3)C3CCN(CC3)C(CCCCC(=O)OC(C)(C)C)=O)NC3=NNC(=C3)C)C=CC(=C1)F tert-butyl 6-(4-(6-((2,4-difluorobenzyl) amino)-4-((5-methyl-1H-pyrazol-3-yl) amino)-1H-pyrazolo[3,4-d]pyrimidin-1-yl) piperidin-1-yl)-6-oxohexanoate